4-[[(5RS)-3-(3-fluorophenyl)-5-methyl-4H-isoxazole-5-carbonyl]amino]tetrahydrofuran-2-carboxylic acid tert-butyl ester C(C)(C)(C)OC(=O)C1OCC(C1)NC(=O)[C@]1(CC(=NO1)C1=CC(=CC=C1)F)C |r|